Cl.C1(CC1)CN1C(=CC=2C1=NC=CC2)C2=NC1=C(N2C)C=C(C(=C1)C(=O)N1C[C@@H](CCC1)N)C (3R)-1-{2-[1-(cyclopropylmethyl)-1H-pyrrolo[2,3-b]pyridin-2-yl]-1,6-dimethyl-1H-1,3-benzodiazole-5-carbonyl}piperidin-3-amine hydrochloride